4H-pyrrolo[2,3-b]1,7-naphthyridin-4-one N1=CC=C2C1=NC1=CN=CC=C1C2=O